8-(4-Chlorophenyl)-3-methyl-1-(4-(piperazin-1-yl)-3-(trifluoromethyl)phenyl)-1,3-dihydro-2H-imidazo[4,5-c]quinolin-2-imine ClC1=CC=C(C=C1)C1=CC=2C3=C(C=NC2C=C1)N(C(N3C3=CC(=C(C=C3)N3CCNCC3)C(F)(F)F)=N)C